(R)-2-((4-(2-chloro-4-fluorophenyl)-2-oxo-2H-chromen-7-yl)(methyl)amino)-N,N-dimethylpropanamide ClC1=C(C=CC(=C1)F)C1=CC(OC2=CC(=CC=C12)N([C@@H](C(=O)N(C)C)C)C)=O